1-(2-(1-benzyl-2,5-dimethyl-1H-imidazol-4-yl)-2-oxoethyl)-5-bromopyridin-2(1H)-one C(C1=CC=CC=C1)N1C(=NC(=C1C)C(CN1C(C=CC(=C1)Br)=O)=O)C